(1RS)-5-benzoyl-2,3-dihydro-1H-pyrrolizin-1-ol carbon [C].C(C1=CC=CC=C1)(=O)C=1N2CC[C@H](C2=CC1)O |r|